3-O-(2-azido-3,4,6-tri-O-benzyl-2-deoxy-beta-D-glucopyranosyl)-2-O-benzyl-5-O-(4-methoxyphenyl)-D-ribofuranose N(=[N+]=[N-])[C@H]1[C@@H](O[C@@H]([C@H]([C@@H]1OCC1=CC=CC=C1)OCC1=CC=CC=C1)COCC1=CC=CC=C1)O[C@H]1[C@H](C(O)O[C@@H]1COC1=CC=C(C=C1)OC)OCC1=CC=CC=C1